4-[(4R)-4-ethyl-2-imino-4-methyl-6-oxo-hexahydropyrimidin-1-yl]-N-[(3S,4R)-3-hydroxy-2,2-dimethyl-chroman-4-yl]-3-methoxy-3-methyl-chromane-6-carboxamide C(C)[C@]1(NC(N(C(C1)=O)C1C(COC2=CC=C(C=C12)C(=O)N[C@H]1[C@@H](C(OC2=CC=CC=C12)(C)C)O)(C)OC)=N)C